N-[5-[4-[(6-methyl-7,8-dihydro-5H-1,6-naphthyridin-2-yl)amino]cyclohexoxy]-7-morpholino-1,6-naphthyridin-3-yl]methanesulfonamide CN1CC=2C=CC(=NC2CC1)NC1CCC(CC1)OC1=C2C=C(C=NC2=CC(=N1)N1CCOCC1)NS(=O)(=O)C